6-chloro-7-methoxy-3-(1H-pyrazol-4-yl)-2-(5-(trifluoromethyl)-1H-1,2,4-triazol-3-yl)-1H-indole ClC1=CC=C2C(=C(NC2=C1OC)C1=NNC(=N1)C(F)(F)F)C=1C=NNC1